FC1=C(C=CC=C1)N1N=NC(=C1)[C@H](CC)N1N=C(C=2C1=NC=NC2N)C=2C=NC(=NC2)C(F)(F)F 1-{(1S)-1-[1-(2-fluorophenyl)-1H-1,2,3-triazol-4-yl]propyl}-3-[2-(trifluoromethyl)pyrimidin-5-yl]-1H-pyrazolo[3,4-d]pyrimidin-4-amine